OC1=C(C(/C=C/C2=CC=C(C=C2)O)=O)C=CC(=C1)O 2',4,4'-trihydroxy-trans-chalcone